tert-butyl 4-((6-cyano-7-fluoro-2H-indazol-2-yl)methyl)-5-(2,2-difluoroethoxy)-7-methyl-1H-indole-1-carboxylate C(#N)C=1C=CC2=CN(N=C2C1F)CC1=C2C=CN(C2=C(C=C1OCC(F)F)C)C(=O)OC(C)(C)C